4-hydroxy-6-(trifluoromethyl)nicotinic acid OC1=CC(=NC=C1C(=O)O)C(F)(F)F